OCCOC=1C=CC=NC1 5-(2-hydroxyethoxy)pyridine